ClC=1C=NN(C(C1Cl)=O)C(C(=O)NC1=CC(=C(C=C1)C)S(NCCC1=NC=CC=C1)(=O)=O)C 2-(4,5-Dichloro-6-oxopyridazin-1(6H)-yl)-N-(4-methyl-3-(N-(2-(pyridin-2-yl)ethyl)sulfamoyl)phenyl)propanamide